CC(=CCCC(C)=O)CCC=C(CC)C 6,10-Dimethyl-5,9-dodecadien-2-one